(3R)-1-{3-[3-(Decyloxy)phenyl]propanoyl}pyrrolidin-3-yl dihydrogen phosphate ammonium salt [NH4+].P(=O)(O[C@H]1CN(CC1)C(CCC1=CC(=CC=C1)OCCCCCCCCCC)=O)(O)O